CN1CC(C1)C1=CC=NC=2N1N=C(C2C#N)C2=CC=C1C=CC(=NC1=C2)C2=CC=CC=C2 7-(1-methylazetidin-3-yl)-2-(2-phenylquinolin-7-yl)pyrazolo[1,5-a]pyrimidine-3-carbonitrile